[Si](C)(C)(C(C)(C)C)OCCCOC1=NN(C(=C1[N+](=O)[O-])C)C1CC(OCC1)(C)C 3-(3-((tert-butyldimethylsilyl)oxy)propoxy)-1-(2,2-dimethyltetrahydro-2H-pyran-4-yl)-5-methyl-4-nitro-1H-pyrazole